C(C)(C)C1=C(C=CC=C1)C1=NC=2N(C=N1)N=CC2CC2=CC=C(C=C2)C=2N(C=C(N2)C(F)(F)F)C 2-(2-isopropylphenyl)-8-(4-(1-methyl-4-(trifluoromethyl)-1H-imidazol-2-yl)benzyl)pyrazolo[1,5-a][1,3,5]triazine